Methyl (4S)-6-(3-bromophenyl)-4-[(tert-butoxycarbonyl)amino]hex-5-ynoate BrC=1C=C(C=CC1)C#C[C@H](CCC(=O)OC)NC(=O)OC(C)(C)C